(S)-2-((1-methyl-1H-pyrazol-5-yl)amino)-4-((2-(pyridin-2-yloxy)ethyl)(4-(5,6,7,8-tetrahydro-1,8-naphthyridin-2-yl)butyl)amino)butanoic acid CN1N=CC=C1N[C@H](C(=O)O)CCN(CCCCC1=NC=2NCCCC2C=C1)CCOC1=NC=CC=C1